4-(7-chloro-5-(methoxycarbonyl)-2,4-dimethylbenzo[d][1,3]dioxol-2-yl)piperidine-1-carboxylate ClC1=CC(=C(C2=C1OC(O2)(C)C2CCN(CC2)C(=O)[O-])C)C(=O)OC